C1(CC1)C=1N=CC(=NC1)C(C)N1N=CC2=C(C=CC(=C12)C(=O)N)C#CC 1-(1-(5-cyclopropylpyrazin-2-yl)ethyl)-4-(propane-1-yne-1-yl)-1H-indazole-7-carboxamide